O1N=C(C=C1)NS(=O)(=O)C=1C=C2C=CC(N(C2=CC1)C1=C(C=C(C=C1)[C@H]1[C@@H](C1)C(F)(F)F)OC)=O (P)-N-(ISOXAZOL-3-YL)-1-(2-METHOXY-4-((1R,2R)-2-(TRIFLUOROMETHYL)CYCLOPROPYL)PHENYL)-2-OXO-1,2-DIHYDROQUINOLINE-6-SULFONAMIDE